FC1=CC=C(C(=O)N2[C@@H](C=3N(CC2)C(=NC3N3C([C@H](CC3)O)=O)C3=NC(=NS3)C)C)C=C1 (S)-1-((R)-7-(4-fluorobenzoyl)-8-methyl-3-(3-methyl-1,2,4-thiadiazol-5-yl)-5,6,7,8-tetrahydroimidazo[1,5-a]pyrazin-1-yl)-3-hydroxypyrrolidin-2-one